ClC1=CC=C(C=C1)N(C(=O)C1=NC(=CN=C1)N1CCN(CC1)C)C N-(4-chlorophenyl)-N-methyl-6-(4-methylpiperazin-1-yl)pyrazine-2-carboxamide